4-(1-((2,4-diaminopyrimidin-5-yl)methyl)indolin-6-yl)benzoic acid compound with acetic acid C(C)(=O)O.NC1=NC=C(C(=N1)N)CN1CCC2=CC=C(C=C12)C1=CC=C(C(=O)O)C=C1